(S)-1-(4-bromo-2-(N,N-dimethylsulfamoyl)-6-(trifluoromethyl)phenoxy)-22-carboxy-1,19,24-trioxo-3,6,12,15-tetraoxa-9,18,23-triazahentetracontan-41-oic acid BrC1=CC(=C(OC(COCCOCCNCCOCCOCCNC(CC[C@H](NC(CCCCCCCCCCCCCCCCC(=O)O)=O)C(=O)O)=O)=O)C(=C1)C(F)(F)F)S(N(C)C)(=O)=O